3-phenyl-3-(4-(2-hydroxyethoxy)phenyl)-6-methoxy-13,13-dimethyl-3H,13H-indeno[2',3':3,4]naphtho[1,2-b]pyran C1(=CC=CC=C1)C1(C=CC2=C(O1)C=1C=C(C=CC1C1=C2C(C2=CC=CC=C21)(C)C)OC)C2=CC=C(C=C2)OCCO